aluminium magnesium zinc carbonate hydroxide hydrate O.[OH-].C([O-])([O-])=O.[Zn+2].[Mg+2].[Al+3]